C(C)(=O)NCCOC[C@@]12C[C@H](N[C@H]2C1)C(=O)OCC ethyl (1S,3S,5R)-5-((2-acetamidoethoxy)methyl)-2-azabicyclo[3.1.0]hexane-3-carboxylate